2-iodo-7-ethyl-1,4-dimethyl-azulene IC1=C(C2=CC(=CC=C(C2=C1)C)CC)C